ICC(CO)O 3-iodo-1,2-propanediol